FC1=C(C=CC(=C1)OC1=C(C=C(C=C1)[N+](=O)[O-])C1=CN(C(C2=CC=CC=C12)=O)C)CCC1CCN(CC1)C(=O)OC(C)(C)C tert-butyl 4-[2-[2-fluoro-4-[2-(2-methyl-1-oxo-4-isoquinolyl)-4-nitro-phenoxy] phenyl]ethyl]piperidine-1-carboxylate